FC1(OC1(C(C(C(F)(F)F)(F)F)(F)F)F)F 2,2,3-trifluoro-3-(perfluoropropyl)oxirane